FC1([C@H]2C([C@@](N(C1)CC2)(COC)CO[P@@](=O)(OC2=CC=CC=C2)N[C@@H](C)C(=O)OC(C)C)=O)F isopropyl ((R)-(((1R,2R,4R)-5,5-difluoro-2-(methoxymethyl)-3-oxoquinuclidin-2-yl)methoxy)(phenoxy)phosphoryl)-L-alaninate